OC1=C(C(=O)NN)C=CC=C1 2-Hydroxybenzhydrazid